ClC1=CC(=CN=N1)NC(=O)C=1C=CC(=NC1)C=1N=NN(C1NC(O[C@H](C)C=1C(=NC=C(C1)F)F)=O)C (R)-1-(2,5-difluoro-pyridin-3-yl)ethyl (4-(5-((6-chloro-pyridazin-4-yl)-carbamoyl)pyridin-2-yl)-1-methyl-1H-1,2,3-triazol-5-yl)-carbamate